N-(2-(((benzyloxy)carbonyl)amino)ethyl)-4-((2-((tert-butoxycarbonyl)amino)ethyl)amino)-N-(4-((2-((tert-butoxycarbonyl)amino)ethyl)amino)-4-oxobutyl)-N-methyl-4-oxobutan-1-aminium C(C1=CC=CC=C1)OC(=O)NCC[N+](CCCC(=O)NCCNC(=O)OC(C)(C)C)(C)CCCC(=O)NCCNC(=O)OC(C)(C)C